tert-butyl ((s)-1-(3-((3-(difluoromethyl)-1-((1R,4S)-4-formylcyclohexyl)-1H-pyrazol-4-yl)carbamoyl)pyrazolo[1,5-a]pyrimidin-5-yl)piperidin-3-yl)carboxylate FC(C1=NN(C=C1NC(=O)C=1C=NN2C1N=C(C=C2)N2C[C@H](CCC2)C(=O)OC(C)(C)C)C2CCC(CC2)C=O)F